(1R,2S,5R)-1-Amino-5-(2-boronoethyl)-2-(((S)-2,4-diamino-4-oxobutanamido)methyl)cyclohexane-1-carboxylic acid dihydrochloride Cl.Cl.N[C@]1([C@@H](CC[C@H](C1)CCB(O)O)CNC([C@H](CC(=O)N)N)=O)C(=O)O